COC1CN(CC(O1)CO[Si](C(C)C)(C(C)C)C(C)C)C(=O)OCC1=CC=CC=C1 benzyl 2-methoxy-6-({[tris(propan-2-yl)silyl]oxy}methyl)morpholine-4-carboxylate